3-(6-(2-chlorophenyl)-3-(isoquinolin-4-yl)-2,4-dioxo-3,4-dihydrothieno[3,2-d]pyrimidin-1(2H)-yl)propionitrile ClC1=C(C=CC=C1)C1=CC=2N(C(N(C(C2S1)=O)C1=CN=CC2=CC=CC=C12)=O)CCC#N